6-(4-(hydroxymethyl)-2H-1,2,3-triazol-2-yl)-2,4-dimethylpyridine-3-carbonitrile OCC1=NN(N=C1)C1=CC(=C(C(=N1)C)C#N)C